NC(C)(C)C1=CC(=NC(=C1)C1=CC=C(C=C1)F)OC1[C@@H]2CN(C[C@H]12)C(=O)C=1C(=NN(C1)C1=NC=CC=N1)CC ((1R,5S,6s)-6-((4-(2-aminopropan-2-yl)-6-(4-fluorophenyl)pyridin-2-yl)oxy)-3-azabicyclo[3.1.0]hexan-3-yl)(3-ethyl-1-(pyrimidin-2-yl)-1H-pyrazol-4-yl)methanone